C([C@@H](O)[13CH3])(=O)[O-].[Na+] sodium [3-13C]L-lactate